tri(2-ethyl)hexyl-aluminum CCC(CCCCC[Al])(CC)CC